BrC1=CC=CC2=C1N=C(S2)NC(=O)[C@@H]2CN(CC2)C#N (S)-N-(4-bromobenzo[d]thiazol-2-yl)-1-cyanopyrrolidine-3-carboxamide